6-[(4-bromopyrazol-1-yl)methylene]-2-azaspiro[3.3]heptane-2-carboxylic acid tert-butyl ester C(C)(C)(C)OC(=O)N1CC2(C1)CC(C2)=CN2N=CC(=C2)Br